COC1=NC=CC(=C1)C1=NC2=C(N1C1=CC3=C(NC(N3)=O)C=C1)C=CC(=C2)C(=O)NC 2-(2-methoxypyridin-4-yl)-N-methyl-2'-oxo-2',3'-dihydro-1'H-[1,5'-bi-benzo[d]imidazole]-5-carboxamide